CC1(CC2C(CCCC2=CC1C)(C)C)C(C)=O 1-(1,2,3,5,6,7,8,8a-octahydro-2,3,8,8-tetramethyl-2-naphthyl)ethan-1-one